3'-((6-((1-Acryloylazetidin-3-yl)oxy)-7-methoxyquinazolin-4-yl)amino)-2-fluoro-4'-methoxy-[1,1'-biphenyl]-3-carbonitrile C(C=C)(=O)N1CC(C1)OC=1C=C2C(=NC=NC2=CC1OC)NC=1C=C(C=CC1OC)C1=C(C(=CC=C1)C#N)F